CC12[C@@H](C(C(CC1)C2)(C)C)CC(=O)O.C(=O)O.C=2(C(O)=CC=C(CC=C)C2)OC eugenol formate (2S)-1,3,3-trimethylbicyclo[2.2.1]hept-2-yl-acetate